FC1=C(C=C(C=C1)OCC(N1CCCC1)=O)N1C=NC2=CC=CC=C2C1 3-(2-fluoro-5-(2-oxo-2-(pyrrolidin-1-yl)ethoxy)phenyl)-3,4-dihydroquinazolin